2-(3-ethylsulfonyl-2-pyridyl)-6-(trifluoromethoxy)isoindolin-1-one C(C)S(=O)(=O)C=1C(=NC=CC1)N1C(C2=CC(=CC=C2C1)OC(F)(F)F)=O